4-bromo-N-(2-(3,3-difluoroazetidin-1-yl)-6-methylpyrimidin-4-yl)-2-(spiro[2.5]oct-5-en-6-yl)benzamide propan-2-yl-d7-(S)-6-diazo-2-((S)-2-(methoxy-d3)propanamido)-5-oxohexanoate C(C(C([2H])([2H])[2H])([2H])OC([C@H](CCC(C=[N+]=[N-])=O)NC([C@H](C)OC([2H])([2H])[2H])=O)=O)([2H])([2H])[2H].BrC1=CC(=C(C(=O)NC2=NC(=NC(=C2)C)N2CC(C2)(F)F)C=C1)C1=CCC2(CC2)CC1